2-{3-azabicyclo[3.1.0]hex-3-yl}-5-formylbenzene-1,3-dinitrile C12CN(CC2C1)C1=C(C=C(C=C1C#N)C=O)C#N